2-[(4-fluoro)-phenylpropionamido]-3-(4-biphenylyl)-propionic acid FC1=CC=C(C=C1)CCC(=O)NC(C(=O)O)CC1=CC=C(C=C1)C1=CC=CC=C1